N-(2,2-difluoroethyl)-6-(2-ethoxy-7H-pyrrolo[2,3-d]pyrimidin-5-yl)imidazo[1,2-a]pyridine-3-carboxamide FC(CNC(=O)C1=CN=C2N1C=C(C=C2)C2=CNC=1N=C(N=CC12)OCC)F